[SiH2]=[Hf](C1C(=CC2=C(C=3CCCC3C(=C12)C)C)C)C1C(=CC2=C(C=3CCCC3C(=C12)C)C)C silylene-bis(2,4,8-trimethyl-1,5,6,7-tetrahydro-s-indacen-1-yl)hafnium